BrC=1C=C(C=NC1)C[C@@H](C(=O)O)N(C(=O)OC)C1C2=CC=CC=C2C=2C=CC=CC12 (2S)-3-(5-bromopyridin-3-yl)-2-[9H-fluoren-9-yl-methoxycarbonylamino]propanoic acid